COC=1C(=C(C=CC1)C=1C=C2C=NN(C(C2=CC1)=O)C1=NC=C(C=N1)NCC(C)(C)OC)C 6-(3-Methoxy-2-methylphenyl)-2-(5-((2-methoxy-2-methylpropyl)amino)pyrimidin-2-yl)phthalazin-1(2H)-one